(S)-1-(3,4-difluorophenyl)-5-(5-(3,5-dimethylisoxazol-4-yl)-1-(1,1-dioxidotetrahydro-2H-thiopyran-4-yl)-1H-benzo[d]imidazol-2-yl)pyrrolidin-2-one FC=1C=C(C=CC1F)N1C(CC[C@H]1C1=NC2=C(N1C1CCS(CC1)(=O)=O)C=CC(=C2)C=2C(=NOC2C)C)=O